CC(CN(CC(C)O)[N+](=O)[O-])O The molecule is a nitramine that is N,N-bis(2-hydroxypropyl)nitrosamine in which the nitroso group has undergone formal oxidation to the corresponding nitro group. A potent pancreatic carcinogen. It has a role as a carcinogenic agent. It is a diol, a secondary alcohol and a nitramine. It derives from a N,N-bis(2-hydroxypropyl)nitrosamine.